ClC=1C=C(C=CC1Cl)[C@@]1(CN2[C@H](CO1)CN(CC2)C(=O)C=2C(=C(C=CC2)C2=CNC(O2)=O)Cl)O 5-[3-[(3R,9aS)-3-(3,4-Dichlorophenyl)-3-hydroxy-1,4,6,7,9,9a-hexahydropyrazino[2,1-c][1,4]oxazin-8-carbonyl]-2-chlorophenyl]-3H-oxazol-2-on